C(C)(C)(C)OC(=O)NCCC1CC(C1)N1CCN(CC1)C1CCC(CC1)C(=O)OCC Ethyl (1r,4r)-4-(4-(3-(2-((tert-butoxycarbonyl)amino)ethyl)cyclobutyl) piperazin-1-yl)cyclohexane-1-carboxylate